1,1'-OXYDIPROPANOL O(C(CC)O)C(CC)O